COC1=CC=C(CN2C(N(CCC2=O)C2=CC=C(C=C2)C2CC3(CN(C3)C(=O)OC(C)(C)C)C2)=O)C=C1 tert-butyl 6-(4-(3-(4-methoxybenzyl)-2,4-dioxotetrahydropyrimidin-1(2H)-yl)phenyl)-2-azaspiro[3.3]heptane-2-carboxylate